2,5-bis(3,6-dimethyl-9H-carbazol-9-yl)-3,4-bis(3,6-diphenyl-9H-carbazol-9-yl)-6-(pyridin-4-yl)benzonitrile CC=1C=CC=2N(C3=CC=C(C=C3C2C1)C)C1=C(C#N)C(=C(C(=C1N1C2=CC=C(C=C2C=2C=C(C=CC12)C1=CC=CC=C1)C1=CC=CC=C1)N1C2=CC=C(C=C2C=2C=C(C=CC12)C1=CC=CC=C1)C1=CC=CC=C1)N1C2=CC=C(C=C2C=2C=C(C=CC12)C)C)C1=CC=NC=C1